(8R,9S,13S,14S,17R)-17-ethynyl-13-methyl-7,8,9,11,12,13,14,15,16,17-decahydro-6H-cyclopenta[a]phenanthrene-3,17-diol C(#C)[C@@]1(CC[C@H]2[C@@H]3CCC=4C=C(C=CC4[C@H]3CC[C@]12C)O)O